6-(3-amino-6-(5-((dimethylamino)methyl)-2,3-difluoro-4-morpholinophenyl)-5-fluoropyrazin-2-yl)-3,4-dihydroisoquinolin-1(2H)-one NC=1C(=NC(=C(N1)F)C1=C(C(=C(C(=C1)CN(C)C)N1CCOCC1)F)F)C=1C=C2CCNC(C2=CC1)=O